ClC1=C(C(=O)N)C(=CC=C1)F 2-Chloro-6-fluorobenzamide